octanoic acid acetic anhydride C(C)(=O)OC(CCCCCCC)=O